3-chloro-2-{(12aR)-7-[2-(dimethylamino)ethoxy]-10-fluoro-1,2,3,4,12,12a-hexahydro-6H-pyrazino[2,1-c][1,4]benzooxazepin-9-yl}phenol ClC=1C(=C(C=CC1)O)C1=C(C2=C(CN3[C@@H](CO2)CNCC3)C(=C1)OCCN(C)C)F